5'-Chloro-2-methyl-1',2'-dihydrospiro[cyclopropane-1,3'-pyrrolo[2,3-b]pyridine] ClC=1C=C2C(=NC1)NCC21C(C1)C